C(CCCCCCC)C(CCCCCCCCC)C(CCCCCCCCC)CCCCCCCC 10,11-dioctyl-eicosane